N-(2-chloro-5-methylbenzyl)-1-(((3S)-1-((3-cyano-1-azetidinyl)sulfonyl)-3-piperidinyl)carbonyl)-D-prolinamide ClC1=C(CNC([C@@H]2N(CCC2)C(=O)[C@@H]2CN(CCC2)S(=O)(=O)N2CC(C2)C#N)=O)C=C(C=C1)C